5-(3-(6-((3,5-dimethylimidazo[1,5-a]pyridin-6-yl)oxy)-2-azaspiro[3.3]heptan-2-yl)propyl)-4-methyl-2-(tetrahydro-2H-pyran-2-yl)pyridazin-3(2H)-one CC1=NC=C2N1C(=C(C=C2)OC2CC1(CN(C1)CCCC1=C(C(N(N=C1)C1OCCCC1)=O)C)C2)C